2-(2-fluorobenzyl)-6-(methylcarbamoyl)isonicotinic acid FC1=C(CC=2C=C(C(=O)O)C=C(N2)C(NC)=O)C=CC=C1